3',6'-bis((R)-2-(methoxymethyl)azetidin-1-yl)-3-oxo-3H-spiro[isobenzofuran-1,9'-xanthene]-6-carboxamide COC[C@@H]1N(CC1)C=1C=CC=2C3(C4=CC=C(C=C4OC2C1)N1[C@H](CC1)COC)OC(C1=CC=C(C=C13)C(=O)N)=O